N-(3-(dimethylamino)propyl)-3-((3-chlorophenylthio)amino)quinoxaline-2-carboxamide CN(CCCNC(=O)C1=NC2=CC=CC=C2N=C1NSC1=CC(=CC=C1)Cl)C